N1CC(CCC12CCCCC2)O 1-azaspiro[5.5]undecan-3-ol